FC1=C(CC2=NC3=C(N2CCOC)C=C(C=C3)C(=O)OC(C)(C)C)C=C(C(=C1)C1=NC(=CC=C1)OCC1=C(C=C(C=C1)C=1CCNCC1)F)F tert-butyl 2-(2,5-difluoro-4-(6-((2-fluoro-4-(1,2,3,6-tetrahydropyridin-4-yl) benzyl) oxy) pyridin-2-yl) benzyl)-1-(2-methoxyethyl)-1H-benzo[d]imidazole-6-carboxylate